ethyl 2-bromo-2-(3-fluoro-2-methoxy-5-(tetrahydro-2H-pyran-2-yl)phenyl)acetate BrC(C(=O)OCC)C1=C(C(=CC(=C1)C1OCCCC1)F)OC